2-(2-chloro-5-methoxypyridin-4-yl)-N-(5-methoxy-1,3,4-thiadiazol-2-yl)benzamide ClC1=NC=C(C(=C1)C1=C(C(=O)NC=2SC(=NN2)OC)C=CC=C1)OC